C1CCC12N(CCC2)CCNC(=O)C2=CC(=C(S2)NC(=O)C=2C=NN1C2SC(=C1)C=1C=NN(C1)C)C N-(5-((2-(5-azaspiro[3.4]octan-5-yl)ethyl)carbamoyl)-3-methylthiophen-2-yl)-2-(1-methyl-1H-pyrazol-4-yl)pyrazolo[5,1-b]thiazole-7-carboxamide